1,3-Bis((R)-tetrahydro-2H-pyran-2-yl)propan-2-one O1[C@H](CCCC1)CC(C[C@@H]1OCCCC1)=O